3-(trifluoromethyl)-5,6,6a,7,9,10-hexahydro-8H-furo[3,2-b]pyrazino[1,2-d][1,4]oxazepin FC(C1=COC2=C1OCCC1N2CCNC1)(F)F